N[C@H]1CN(CCC1)C(=O)C1=NN(C(=C1)C1=CC=C(C#N)C=C1)C1=CC=C(C=C1)OC(F)(F)F (R)-4-(3-(3-aminopiperidine-1-carbonyl)-1-(4-(trifluoromethoxy)phenyl)-1H-pyrazole-5-yl)benzonitrile